FC=1C(=C(C(=O)O)C=C(C1)I)C 3-Fluoro-5-iodo-2-methylbenzoic acid